COCC(C(=O)N(C)C)C β-methoxy-N,N-dimethyl-2-methylpropionamide